N-(3-propoxy)phenyl-N'-(3-(octahydroindolizin-7-yl)-1H-indol-5-yl)urea CCCON(C(=O)NC=1C=C2C(=CNC2=CC1)C1CCN2CCCC2C1)C1=CC=CC=C1